5-[3-(3-hydroxy-3-methyl-but-1-ynyl)pyrrolidin-1-yl]-N-methyl-7-(trifluoromethyl)thieno[3,2-b]pyridine-3-carboxamide OC(C#CC1CN(CC1)C1=CC(=C2C(=N1)C(=CS2)C(=O)NC)C(F)(F)F)(C)C